C\C(=C(/C(=O)O)\C)\C(=O)O.NC1=NC=NN2C1=C(N=C2[C@@H]2CC[C@@H](OC2)CO)C2=C(C(=C(C=C2)OC2=CC=CC=C2)F)F ((2r,5s)-5-(4-amino-5-(2,3-difluoro-4-phenoxyphenyl)imidazo[5,1-f][1,2,4]triazin-7-yl)tetrahydro-2H-pyran-2-yl)methanol dimethyl-(E)-butenedioate